C(#C)[C@@]1([C@@H](O[C@@H]([C@H]1O)CO)N1C2=NC=NC(=C2N=C1)NC(C1=CC=CC=C1)(C1=CC=CC=C1)C1=CC=C(C=C1)OC)O (2R,3R,4R,5R)-3-ethynyl-5-(hydroxymethyl)-2-(6-(((4-methoxyphenyl)diphenylmethyl)amino)-9H-purin-9-yl)tetrahydrofuran-3,4-diol